(E)-5,5-dimethyl-2-(6-phenoxynicotinoylamino)-3-hexenoate CC(/C=C/C(C(=O)[O-])NC(C1=CN=C(C=C1)OC1=CC=CC=C1)=O)(C)C